1,4-dihydro-4-(trifluoromethyl)-2H-3,1-benzoxazin-2-one FC(C1OC(NC2=C1C=CC=C2)=O)(F)F